ClC1=C(C(=CC=C1)Cl)C1=C2C(=C3C(=NC(=NC3=C1)OC[C@H]1N(CCC1)C)N1CCN(CC1)C(C=C)=O)OC=C2 (S)-1-(4-(4-(2,6-dichlorophenyl)-7-((1-methylpyrrolidin-2-yl)methoxy)furo[2,3-f]quinazolin-9-yl)piperazin-1-yl)prop-2-en-1-one